2,2,3,3,5,5,6,6-octafluoro-4-(2,3,3,4,4,5,5-heptafluoropent-1-enyl)morpholine FC1(C(N(C(C(O1)(F)F)(F)F)C=C(C(C(C(F)F)(F)F)(F)F)F)(F)F)F